NCC#CN1N(C=C(C1)C(=O)O)[C@H]1[C@H](CN(CC1)C)F 2-(3-aminoprop-1-yn-1-yl)-N-((3S,4R)-3-fluoro-1-methylpiperidin-4-yl)-1H-pyrazole-4-carboxylic acid